2-(2-methyl-6-oxo-5-((phenylmethyl)sulfonamido)pyrimidin-1(6H)-yl)acetic acid CC=1N(C(C(=CN1)NS(=O)(=O)CC1=CC=CC=C1)=O)CC(=O)O